OC=1SC=C(N1)C=1N=NN(C1)[C@@H]1C[C@@H](SC2=CC(=C(C=C2)Cl)Cl)O[C@@H]([C@@H]1O)CO 3,4-dichlorophenyl 2,3-dideoxy-3-[4-(2-hydroxythiazol-4-yl)-1H-1,2,3-triazol-1-yl]-1-thio-α-D-galactopyranoside